CC1=NOC(=C1C=1C=C2C(=NC1)N(C=C2C2=C(C=C(C(=O)O)C=C2)OC(F)(F)F)C2=CSC=C2)C 4-(5-(3,5-dimethylisoxazol-4-yl)-1-(thiophen-3-yl)-1H-pyrrolo[2,3-b]pyridin-3-yl)-3-(trifluoromethoxy)benzoic acid